N-(4-methoxybenzyl)anilinium iodide [I-].COC1=CC=C(C[NH2+]C2=CC=CC=C2)C=C1